CCC(CCC=CC)=O methyl-5-hepten-2-one